ClC=1C(=CC2=C(NC(=N2)O[C@@H]2CO[C@H]3[C@@H]2OC[C@H]3O)C1)C1=CC=C(C=C1)C1(CC1)CO (3R,3aR,6R,6aR)-6-((6-chloro-5-(4-(1-(hydroxymethyl)cyclopropyl)phenyl)-1H-benzo[d]imidazol-2-yl)oxy)hexahydrofuro[3,2-b]furan-3-ol